C(N)(=O)C1=C(N(N=C1C1=CC=C(C=C1)CC(=O)NC1=C(C(=NO1)C12CC(C1)(C2)C)F)C(C)C)NC(OC(C)(C)C)=O tert-Butyl N-[4-carbamoyl-5-[4-[2-[[4-fluoro-3-(3-methyl-1-bicyclo[1.1.1]pentanyl)isoxazol-5-yl]amino]-2-oxo-ethyl]phenyl]-2-isopropyl-pyrazol-3-yl]carbamate